1-Ethylcyclopentylacrylat C(C)C1(CCCC1)OC(C=C)=O